2-(3-{[(3R,4S)-3-fluoropiperidin-4-yl]amino}-1,2,4-triazin-6-yl)-5-(1H-pyrazol-4-yl)phenol dihydrochloride Cl.Cl.F[C@@H]1CNCC[C@@H]1NC=1N=NC(=CN1)C1=C(C=C(C=C1)C=1C=NNC1)O